2-(6-(6-(4-((6-(2,4-dioxotetrahydropyrimidin-1(2H)-yl)pyridazin-3-yl)methyl)piperazin-1-yl)pyridazin-3-yl)-1-oxoisoindolin-2-yl)-2-(5-fluoro-2-hydroxyphenyl)-N-(thiazol-2-yl)acetamide O=C1N(CCC(N1)=O)C1=CC=C(N=N1)CN1CCN(CC1)C1=CC=C(N=N1)C1=CC=C2CN(C(C2=C1)=O)C(C(=O)NC=1SC=CN1)C1=C(C=CC(=C1)F)O